COC1=CC=C(C=C1)CC(C)(C)N 2-(4-methoxy-phenyl)-1,1-dimethyl-ethylamine